N1=C(N=CC=C1)C=1C=CC=C(C1)C1=CC(=CC(=C1)C1=CC=CC(=C1)C1=NC=CC=N1)C1=CC=CC(=C1)C1=NC=CC=N1 1,3,5-tris(5-pyrimidinylphenyl)benzene